CCCCCCCCCCCCCCCCCC/C=C\OC[C@H](COP(=O)(O)OC[C@@H](C(=O)O)N)OC(=O)CCCCCCCCCCCCC 1-(1Z-eicosenyl)-2-tetradecanoyl-glycero-3-phosphoserine